tert-butyl (3-((2-(2,6-dioxopiperidin-3-yl)-1-oxoisoindolin-4-yl)oxy)propyl)(methyl)carbamate O=C1NC(CCC1N1C(C2=CC=CC(=C2C1)OCCCN(C(OC(C)(C)C)=O)C)=O)=O